5-(2-((cis-4-ethoxycyclohexyl)amino)-7H-pyrrolo[2,3-d]pyrimidin-5-yl)-N-((R)-1,1,1-trifluoropropan-2-yl)pyrazolo[1,5-a]pyridine-3-carboxamide C(C)O[C@H]1CC[C@H](CC1)NC=1N=CC2=C(N1)NC=C2C2=CC=1N(C=C2)N=CC1C(=O)N[C@@H](C(F)(F)F)C